C(#N)CCNCCCCCCNCCC#N 3-[6-(2-cyanoethylamino)-hexylamino]-propionitrile